C(C1=CC=CC=C1)O[C@H]1[C@@H]([C@H]([C@@H](O)O[C@@H]1COC(CCC)=O)O)OC(CCC)=O 4-O-Benzyl-3,6-Di-O-Butyryl-α-D-Glucopyranose